C(C)(C)(C)OC(=O)N1C[C@H](CC1)[C@@H](C(=O)O)CC1=CC(=CC=C1)NC(NC(C)(C)C)=O (2S)-2-[(3R)-1-tert-Butoxycarbonylpyrrolidin-3-yl]-3-[3-(tert-butylcarbamoylamino)phenyl]propanoic acid